BrC1=CC(=C(C=C1)F)OCC(C(C)(C)C)(F)F 4-bromo-2-(2,2-difluoro-3,3-dimethylbutoxy)-1-fluorobenzene